C(CCC(C)C)C1=C(C=CC=C1OC)B1OC(C(O1)(C)C)(C)C 2-(2-isohexyl-3-methoxy-phenyl)-4,4,5,5-tetramethyl-1,3,2-dioxaborolane